3-ketovaleryl-CoA O=C(CC(=O)SCCNC(CCNC([C@@H](C(COP(OP(OC[C@@H]1[C@H]([C@H]([C@@H](O1)N1C=NC=2C(N)=NC=NC12)O)OP(=O)(O)O)(=O)O)(=O)O)(C)C)O)=O)=O)CC